3-(1H-Benzo[d]imidazol-2-yl)-6-bromo-3-(2-hydroxyphenyl)-1-methylindolin-2-one N1C(=NC2=C1C=CC=C2)C2(C(N(C1=CC(=CC=C21)Br)C)=O)C2=C(C=CC=C2)O